FC=1C=CC(=NC1)C=1C=C(C(C(=CC1)O)=O)C 4-(5-fluoropyridin-2-yl)-7-hydroxy-2-methylcyclohepta-2,4,6-trien-1-one